CC([O-])C.[OH-].[OH-].[OH-].[Zr+4].ClC=1C(=C2CN(CC2=CC1)C(C1=C(C(=C(C=C1)O)C)C)=O)NC(\C=C\CN(C)C)=O (E)-N-(5-Chloro-2-(4-hydroxy-2,3-dimethylbenzoyl)isoindolin-4-yl)-4-(dimethylamino)but-2-enamide zirconium (IV) trihydroxide monoisopropoxide